dimethyl 1,4-dichloro-7-oxabicyclo[2.2.1]hept-2,5-diene-2,3-disulfonate ClC12C(=C(C(C=C1)(O2)Cl)S(=O)(=O)OC)S(=O)(=O)OC